Nα-(D-tryptophyl)-1-methyl-D-tryptophan hydrochloride Cl.N[C@H](CC1=CNC2=CC=CC=C12)C(=O)N[C@H](CC1=CN(C2=CC=CC=C12)C)C(=O)O